C1NCC12CN(C2)C2=NN=C1N2C2=C(CNC1)C=CC=C2 1-(2,6-diazaspiro[3.3]heptan-6-yl)-5,6-dihydro-4h-benzo[f][1,2,4]triazolo[4,3-A][1,4]diazepine